N-(4-(4-(2-(4,4-Difluoropiperidin-1-yl)pyrimidin-4-yl)-1H-pyrazol-1-yl)-3-(6-azaspiro[2.5]octan-6-yl)phenyl)-2-hydroxyethane-1-sulfonamide FC1(CCN(CC1)C1=NC=CC(=N1)C=1C=NN(C1)C1=C(C=C(C=C1)NS(=O)(=O)CCO)N1CCC2(CC2)CC1)F